(5-(7-(morpholinomethyl)imidazo[1,5-a]pyridin-5-yl)-1-oxoisoindolin-2-yl)piperidine-2,6-dione O1CCN(CC1)CC1=CC=2N(C(=C1)C=1C=C3CN(C(C3=CC1)=O)N1C(CCCC1=O)=O)C=NC2